2-[(4S)-4-[[6-oxo-5-(trifluoromethyl)-1H-pyridazin-4-yl]amino]pentyl]-6-[5-(trifluoromethyl)pyridin-2-yl]isoquinolin-1-one O=C1C(=C(C=NN1)N[C@H](CCCN1C(C2=CC=C(C=C2C=C1)C1=NC=C(C=C1)C(F)(F)F)=O)C)C(F)(F)F